benzyl 3-(5-(chloromethyl)-6-methoxypyridin-3-yl)-4,4-difluoropiperidine-1-carboxylate ClCC=1C=C(C=NC1OC)C1CN(CCC1(F)F)C(=O)OCC1=CC=CC=C1